N1-([1,1':3',1''-terphenyl]-2'-yl)-N2-(3-(tert-butyl)-5-((9-(4-(tert-butyl)pyridin-2-yl)-9H-carbazol-2-yl)oxy)phenyl)benzene-1,2-diamine C1(=CC=CC=C1)C1=C(C(=CC=C1)C1=CC=CC=C1)NC=1C(=CC=CC1)NC1=CC(=CC(=C1)OC1=CC=2N(C3=CC=CC=C3C2C=C1)C1=NC=CC(=C1)C(C)(C)C)C(C)(C)C